ClC=1C(=NC=2CN(CCC2C1)CC1=NC=C(C=C1C)C1=NN=C(N1)C(F)(F)F)OCC1=C(C=C(C=C1)Cl)F 3-chloro-2-[(4-chloro-2-fluorophenyl)methoxy]-7-({3-methyl-5-[5-(trifluoromethyl)-4H-1,2,4-triazol-3-yl]pyridin-2-yl}methyl)-5,6,7,8-tetrahydro-1,7-naphthyridine